6-Hydroxy-8-{1-hydroxy-2-[2-(4-methoxy-phenyl)-1,1-dimethyl-ethylamino]-ethyl}-4H-benzo[1,4]oxazin-3-one OC=1C=C(C2=C(NC(CO2)=O)C1)C(CNC(CC1=CC=C(C=C1)OC)(C)C)O